FC=1C=NC=CC1NC=1C=NC=2CCN(CC2C1)C(=O)OC(C)(C)C tert-butyl 3-((3-fluoropyridin-4-yl)amino)-7,8-dihydro-1,6-naphthyridine-6(5H)-carboxylate